FC1CNCCC1NC1=CC=CC2=C1SC(=C2CC(F)(F)F)I (Z)-3-fluoro-N-(2-iodo-3-(2,2,2-trifluoroethyl)benzo[b]thiophen-7-yl)piperidin-4-amine